E-binaphthyl C1(=CC=CC2=CC=CC=C12)C1=CC=CC2=CC=CC=C12